[K].ClC(C(C(C(C(C(C(C(C(F)(F)F)(F)F)(OS(=O)(=O)O)F)(F)F)(F)F)(F)F)(F)F)(F)F)(F)F 9-chloroperfluoro-3-nonyloxysulfonic acid potassium